(3S,5R)-1-[2-[tert-butyl(dimethyl)silyl]oxyethyl]-5-[[5-[2-hydroxy-6-methyl-4-(trifluoromethyl)phenyl]oxazolo[4,5-b]pyridin-2-yl]amino]piperidin-3-ol [Si](C)(C)(C(C)(C)C)OCCN1C[C@H](C[C@H](C1)NC=1OC=2C(=NC(=CC2)C2=C(C=C(C=C2C)C(F)(F)F)O)N1)O